COC(=O)C=1C(NN=C(C1)C1=CC=C(C=C1)C(F)F)=O 6-[4-(difluoromethyl)phenyl]-3-oxo-2,3-dihydropyridazine-4-carboxylic acid methyl ester